(7S)-7-tert-butyl-N-[(1R)-3-(4-hydroxy-1-piperidyl)-1-[6-(6-oxo-1H-pyridin-3-yl)-3-pyridyl]propyl]-5,6,7,8-tetrahydrothiazolo[5,4-b]quinoline-2-carboxamide C(C)(C)(C)[C@@H]1CC=2C=C3C(=NC2CC1)SC(=N3)C(=O)N[C@H](CCN3CCC(CC3)O)C=3C=NC(=CC3)C3=CNC(C=C3)=O